N-[3-(4,5-dimethyl-6-oxo-1,6-dihydropyrimidin-2-yl)-2-fluoro-4-(trifluoromethyl)benzyl]-1-(8-Methylquinolin-2-yl)piperidine-4-carboxamide CC=1N=C(NC(C1C)=O)C=1C(=C(CNC(=O)C2CCN(CC2)C2=NC3=C(C=CC=C3C=C2)C)C=CC1C(F)(F)F)F